COC=1C=CC=2N(N1)C(=CN2)[N+](=O)[O-] 6-methoxy-3-nitroimidazo[1,2-b]pyridazine